2,3-DIHYDROINDOLIZINE-5(1H)-ONE C1CCN2C(C=CC=C12)=O